Cl.COC=1C=C(CN[C@@](C(=O)O)(CCC(C)(C)C)C)C=CC1 (R)-2-((3-methoxybenzyl)amino)-2,5,5-trimethylhexanoic acid hydrochloride